N-(6-(4,4,5,5-tetramethyl-1,3,2-dioxaborolan-2-yl)isoquinolin-3-yl)-1-(3,3,3-trifluoropropyl)piperidine-4-carboxamide CC1(OB(OC1(C)C)C=1C=C2C=C(N=CC2=CC1)NC(=O)C1CCN(CC1)CCC(F)(F)F)C